CC1=CC=CC2=NC3=CC=CC=C3C=C12 methylacridin